(2S)-2-[[(3R)-5-chloro-8-hydroxy-3-methyl-1,4-dioxoisochromene-7-carbonyl]amino]-3-phenylpropanoic acid ClC1=C2C([C@H](OC(C2=C(C(=C1)C(=O)N[C@H](C(=O)O)CC1=CC=CC=C1)O)=O)C)=O